NCC(CN1N=CN(C1=O)C1=NC=C(C=C1C)C#CC1=CC=2OCCNC2N=C1)=C(F)F 2-[2-(aminomethyl)-3,3-difluoro-allyl]-4-[5-[2-(3,4-dihydro-2H-pyrido[3,2-b][1,4]oxazin-7-yl)ethynyl]-3-methyl-2-pyridyl]-1,2,4-triazol-3-one